10-(1-(4-aminocyclohexyl)piperidin-4-yl)-4-chloro-7,7-dimethylindolo[1,2-a]quinazolin-5(7H)-one NC1CCC(CC1)N1CCC(CC1)C1=CC=C2C(C=3N(C=4C=CC=C(C4C(N3)=O)Cl)C2=C1)(C)C